CN(C(=O)C=1C=C(C=CC1)[C@@H](C)NC(C1=C(C=CC(=C1)N1CCN(CC1)C)C)=O)C N-[(1R)-1-[3-(Dimethylcarbamoyl)phenyl]ethyl]-2-methyl-5-(4-methylpiperazin-1-yl)benzamide